1-(6-fluoro-2-(1H-imidazol-1-yl)-7-(3-(pyrrolidin-1-yl)propoxy)quinazolin-4-yl)piperidin-3-amine FC=1C=C2C(=NC(=NC2=CC1OCCCN1CCCC1)N1C=NC=C1)N1CC(CCC1)N